N=1C=NN2C1C=C(C=C2)OC2=CC(=C(C=C2C)NC2=NC=NC1=C2C=2OC[C@@H]3NCCN(C2N=C1)C3)F (3R)-N-(4-([1,2,4]triazolo[1,5-a]pyridin-7-yloxy)-2-fluoro-5-methylphenyl)-3,4,5,6-tetrahydro-2H-3,7-methanopyrimido[5',4':4,5]pyrido[3,2-b][1,4,7]oxadiazonin-13-amine